4-((5-(5-bromopyridin-3-yl)-1H-pyrazol-3-yl)amino)-3-methylphenol BrC=1C=C(C=NC1)C1=CC(=NN1)NC1=C(C=C(C=C1)O)C